azepine-4-thione N=1C=CC(C=CC1)=S